C(C=C)C1=C(C(=O)O)C=CC(=C1)OC 2-allyl-4-methoxybenzoic acid